NC1=NC=CC(=N1)C=1C=C2CCCC(C2=CC1)NC(=O)C1=CN=C(S1)C(C)(C)C N-(6-(2-aminopyrimidin-4-yl)-1,2,3,4-tetrahydronaphthalen-1-yl)-2-(tert-butyl)thiazole-5-carboxamide